BrC=1C=2N(C3=CC(=NC=C3C1)NC)N=CN2 4-bromo-N-methyl-[1,2,4]triazolo[1,5-a]1,6-naphthyridin-8-amine